ClC=1C=C(C=CC1Cl)N1C(N(C(C2=CC=C(C=C12)C1=CC(=CC=C1)N(C)C)=O)C=1C=NC=CC1)=O 1-(3,4-dichlorophenyl)-7-(3-(dimethylamino)phenyl)-3-(pyridin-3-yl)quinazolin-2,4(1H,3H)-dione